octyl-phenethyl alcohol C(CCCCCCC)C(CC1=CC=CC=C1)O